C(C1=CC(O)=C(O)C(O)=C1)(=O)OCCCCCC(CCCCCCCC)=O 1-(galloyloxy)tetradecan-6-one